C(/C1=CC=CC=C1)=C(\C=O)/CCC (E)-2-benzylidenevaleraldehyde